1-hexadecyl-3-methyl-imidazolium C(CCCCCCCCCCCCCCC)N1C=[N+](C=C1)C